FC=1C=C(C=C(C1)F)C1CC=NN1C(=O)C12CC(C1)(C2)CN2CCOCC2 (5-(3,5-Difluorophenyl)-4,5-dihydro-1H-pyrazol-1-yl)(3-(morpholinomethyl)bicyclo[1.1.1]pentan-1-yl)methanone